(2-((2-chloro-5-methylpyrimidin-4-yl)amino)phenyl)dimethylphosphine ClC1=NC=C(C(=N1)NC1=C(C=CC=C1)P(C)C)C